FC1([C@H]2[C@@H](N(C1)C(=O)OC(C)(C)C)CCN2C(CC(C(=O)OC)(C)C)=O)F (cis)-tert-Butyl 3,3-difluoro-4-(4-methoxy-3,3-dimethyl-4-oxobutanoyl)hexahydropyrrolo[3,2-b]pyrrole-1(2H)-carboxylate